di-chlorotetrafluoroethane ClC(C(F)(F)F)(F)Cl